molybdenum-nickel sulfoselenide S(=O)(=O)(O)[Se]S(=O)(=O)O.[Ni].[Mo]